2-(2-(4-fluorophenyl)butyrylamino)-4-methylthiophene-3-carboxylic acid methyl ester COC(=O)C1=C(SC=C1C)NC(C(CC)C1=CC=C(C=C1)F)=O